5-(1-((S)-1,1-difluoropropan-2-yl)-1H-benzo[d][1,2,3]triazol-6-yl)-6-fluoro-N-((3R,4S)-3-fluoro-1-(oxetan-3-yl)piperidin-4-yl)-4-methoxypyrrolo[2,1-f][1,2,4]triazin-2-amine FC([C@H](C)N1N=NC2=C1C=C(C=C2)C=2C(=CN1N=C(N=C(C12)OC)N[C@@H]1[C@@H](CN(CC1)C1COC1)F)F)F